CN([C@@H]1C(C(=C([C@]2(C(C3=C(C4=C(C(=CC(=C4C[C@H]3C[C@@H]12)F)NC(CN1CCCC1)=O)O)O)=O)O)O)C(=O)N)=O)C (4S,4aS,5aR,12aR)-4-(dimethylamino)-7-fluoro-1,10,11,12a-tetrahydroxy-3,12-dioxo-9-[(2-pyrrolidin-1-ylacetyl)amino]-4a,5,5a,6-tetrahydro-4H-tetracene-2-carboxamide